FCCCCCCCCCCCCS(=O)(=O)OCCCCCCCCCCCCCCCCCCCC eicosyl fluorododecyl-sulfonate